tert-butyl (2S,6S*)-6-hydroxy-2-(hydroxymethyl)-6-(prop-2-en-1-yl)-1,4-oxazepane-4-carboxylate O[C@]1(CN(C[C@H](OC1)CO)C(=O)OC(C)(C)C)CC=C |o1:1|